tert-butyl (R)-4-((3-(1-((5-(1,3-dioxolan-2-yl)-6-(2-methoxy-2-oxoethyl)pyrimidin-4-yl)amino)ethyl)-2-fluorophenyl)difluoromethyl)piperidine-1-carboxylate O1C(OCC1)C=1C(=NC=NC1CC(=O)OC)N[C@H](C)C=1C(=C(C=CC1)C(C1CCN(CC1)C(=O)OC(C)(C)C)(F)F)F